C1(=CC=CC=C1)C[Se]C1=CC=C(C=C1)OC phenylmethylseleno-4-methoxybenzene